C(C)(C)C1=CC2=CC=CC=C2C=C1 2-Isopropylnaphthalin